ClC1=CC(=NC=C1)C1=NC(=NC(=N1)NC(C)C)NC1=CC=CC=C1 (4-chloropyridin-2-yl)-N2-isopropyl-N4-Phenyl-1,3,5-triazine-2,4-diamine